5-Cyanopyridin-3-yl (R)-4-(3-fluoro-5-(trifluoromethyl)benzyl)-2-methylpiperazine-1-carboxylate FC=1C=C(CN2C[C@H](N(CC2)C(=O)OC=2C=NC=C(C2)C#N)C)C=C(C1)C(F)(F)F